4-amino-7-[(1R,2S,3R,4R)-2,3-dihydroxy-4-[(sulfamoylamino)methyl]cyclopentyl]-5-[2-(2-ethoxy-6-fluorophenyl)ethynyl]pyrrolo[2,3-d]pyrimidine NC=1C2=C(N=CN1)N(C=C2C#CC2=C(C=CC=C2F)OCC)[C@H]2[C@@H]([C@@H]([C@H](C2)CNS(N)(=O)=O)O)O